(S)-2-(4-(6-((5-(difluoromethyl)-1,3,4-thiadiazol-2-yl)methoxy)pyridin-2-yl)-2,5-difluorobenzyl)-1-(4,4-dimethyltetrahydrofuran-3-yl)-1H-benzo[d]imidazole-6-carboxylic acid FC(C1=NN=C(S1)COC1=CC=CC(=N1)C1=CC(=C(CC2=NC3=C(N2[C@@H]2COCC2(C)C)C=C(C=C3)C(=O)O)C=C1F)F)F